OCCCCCN1N=C(N=C1)C(=O)N (5-hydroxypentyl)-1H-1,2,4-triazole-3-carboxamide